COS(=O)(=O)C1=CC(=C(C(=C1)[N+](=O)[O-])Cl)Cl 3,4-dichloro-5-nitrobenzenesulfonic acid methyl ester